COC1=CC=C(CC2=C3C(=C(N=C(C3=CN=C2N)N)C2=CN=NN2C)CC2=CC=C(C=C2)OC)C=C1 bis(4-methoxybenzyl)-3-(1-methyl-1H-1,2,3-triazol-5-yl)-2,7-naphthyridine-1,6-diamine